CCCCCCCCCCCCC/C=C/C=C/C(=O)O[C@H](COC(=O)/C=C/C=C/CCCCCCCCCCC)COP(=O)([O-])OCC[N+](C)(C)C 1-(2E,4E-hexadecadienoyl)-2-(2E,4E-octadecadienoyl)-sn-glycero-3-phosphocholine